BrC1=C(C=C(CNC(=O)C2NCCN(C2)C=2C=3C(N=CN2)=NN(C3)C3=CC(=C(C=C3)C)F)C=C1)Cl N-(4-bromo-3-chlorobenzyl)-4-(2-(3-fluoro-4-methylphenyl)-2H-pyrazolo[3,4-d]pyrimidin-4-yl)piperazine-2-carboxamide